FC=1C=C(CCNC(=O)C=2SC=CC2)C=CC1 N-(3-fluorophenethyl)thiophene-2-carboxamide